FC1(CCC(CC1)(C1=CC=C(C=C1)OC)C(=O)N([C@H](CO)C(=O)NC1=CC=C2C(=N1)C=NN2C(=O)OC(C)(C)C)C)F tert-Butyl 5-[(N-{[4,4-difluoro-1-(4-methoxyphenyl)cyclohexyl]carbonyl}-N-methyl-D-seryl)amino]-1H-pyrazolo[4,3-b]pyridine-1-carboxylate